CC(C#N)(C)C1=NC=C(C=C1)NCC#CC=1N(C2=CC=C(C=C2C1)CNC1CCN(CC1)C(=O)N1CCOCC1)CC(F)(F)F 2-methyl-2-[5-({3-[5-({[1-(morpholine-4-carbonyl)piperidin-4-yl]amino}-methyl)-1-(2,2,2-trifluoroethyl)-1H-indol-2-yl]prop-2-yn-1-yl}amino)pyridin-2-yl]propanenitrile